FC1=CC=C(C=C1)N1N=CC2=C1C=C1CCN(C[C@]1(C2)C(=O)C2=NC=CC=C2)S(=O)(=O)C2=C(C=CC=C2)F (R)-(1-(4-fluorophenyl)-6-((2-fluorophenyl)sulfonyl)4,4a,5,6,7,8-hexahydro-1H-pyrazolo[3,4-g]isoquinolin-4a-yl)(pyridin-2-yl)methanone